C1(CCC1)C1=CC=2C=NC(=CC2N1)NC1CCOCC1 2-cyclobutyl-N-(tetrahydro-2H-pyran-4-yl)-1H-pyrrolo[3,2-c]pyridin-6-amine